2-ethoxy-2-phenylacetamide C(C)OC(C(=O)N)C1=CC=CC=C1